N[C@@H](CCC)CO (S)-norvalinol